N-((S)-(4,4-difluorocyclohexyl)(5-(((S)-2-oxo-4-(trifluoromethyl)imidazolidin-1-yl)methyl)benzo[d]oxazol-2-yl)methyl)-4-isopropyl-1,2,5-oxadiazole-3-carboxamide FC1(CCC(CC1)[C@H](NC(=O)C1=NON=C1C(C)C)C=1OC2=C(N1)C=C(C=C2)CN2C(N[C@@H](C2)C(F)(F)F)=O)F